2-butyl-lanthionine CC(CC)N[C@@H](CSC[C@H](N)C(=O)O)C(=O)O